N1=CN=CC2=C1CCN(C2)C(=O)O 7,8-dihydropyrido[4,3-d]pyrimidine-6(5H)-carboxylic acid